N1N=CC(=C1)C1=NC(=NC=C1C(F)(F)F)N 4-(1H-pyrazol-4-yl)-5-(trifluoromethyl)pyrimidin-2-amine